tert-butyl 5-(7-(6-(bis(4-methoxybenzyl)amino)-4-methyl-3-(trifluoromethyl)pyridin-2-yl)-6-chloro-2,8-difluoroquinazolin-4-yl)-2,5-diazabicyclo[2.2.1]heptane-2-carboxylate COC1=CC=C(CN(C2=CC(=C(C(=N2)C2=C(C=C3C(=NC(=NC3=C2F)F)N2C3CN(C(C2)C3)C(=O)OC(C)(C)C)Cl)C(F)(F)F)C)CC3=CC=C(C=C3)OC)C=C1